2-(4-(2-((3-(Bis(2-hydroxytetradecyl)amino)propyl)disulfaneyl)ethyl)piperazin-1-yl)ethyl 5-(bis(2-hydroxytetradecyl)amino)pentanoate OC(CN(CCCCC(=O)OCCN1CCN(CC1)CCSSCCCN(CC(CCCCCCCCCCCC)O)CC(CCCCCCCCCCCC)O)CC(CCCCCCCCCCCC)O)CCCCCCCCCCCC